2-[[(1R)-1-[2-[3-(3-Cyanophenyl)phenyl]-3,6-dimethyl-4-oxo-chromen-8-yl]ethyl]amino]benzoic acid C(#N)C=1C=C(C=CC1)C=1C=C(C=CC1)C=1OC2=C(C=C(C=C2C(C1C)=O)C)[C@@H](C)NC1=C(C(=O)O)C=CC=C1